Butanethioat C(CCC)([O-])=S